CC(CCCCCOC(CCSCC(C(=O)OC(CCCCCCCC)CCCCCCCC)CC(=O)NCCCN1CCOCC1)=O)C heptadecane-9-yl 2-(((3-((6-methylheptyl)oxy)-3-oxopropyl)thio)methyl)-4-((3-morpholinopropyl)amino)-4-oxobutanoate